1-(difluoro(3-fluoro-5-methoxyphenyl)methyl)bicyclo[1.1.1]pentane FC(C12CC(C1)C2)(C2=CC(=CC(=C2)OC)F)F